C(CCCCCCCCCCCCCCCCC)[N+](C)(CCCCCCCCCCCCCCCCCC)CCCCCCCCCCCCCCCCCC tri(octadecyl)methyl-ammonium